rac-ethyl (1S*,2S*)-2-(4-methylpyridin-2-yl)cyclopropane-1-carboxylate CC1=CC(=NC=C1)[C@@H]1[C@H](C1)C(=O)OCC |r|